[N+](=O)([O-])C=1C=C2CCC(N(C2=CC1)C(CC)C1=CC=CC=C1)=O 6-nitro-1-(1-phenylpropyl)-3,4-dihydroquinolin-2-one